C(CCC)C1=NC=CC(=C1)C Butyl-4-methylpyridine